1-((7-amino-2-phenyl-1H-indol-5-yl)methoxy)-2-methylpropan-2-ol NC=1C=C(C=C2C=C(NC12)C1=CC=CC=C1)COCC(C)(O)C